N-[4-Amino-1-(2-trimethylsilylethoxymethyl)pyrazolo[4,3-c]pyridin-7-yl]-2-oxo-2-[(2R,5S)-5-methyl-2-(2-tetrahydropyran-4-yl-1,3-benzothiazol-5-yl)-1-piperidyl]acetamide NC1=NC=C(C2=C1C=NN2COCC[Si](C)(C)C)NC(C(N2[C@H](CC[C@@H](C2)C)C=2C=CC1=C(N=C(S1)C1CCOCC1)C2)=O)=O